NC1=NC(=C(C=2N1N=C(N2)CC2=C(C=CC=C2F)F)C=2C=CC(N(C2)C2CS(C2)(=O)=O)=O)C2=CC=C(C=C2)F 5-(5-amino-2-(2,6-difluorobenzyl)-7-(4-fluorophenyl)-[1,2,4]triazolo[1,5-c]pyrimidin-8-yl)-1-(1,1-dioxidothietan-3-yl)pyridin-2(1H)-one